F[C@@H](C(C)(O)C)CNC1CCC(CC1)C=1C(=C2C(=CN1)NC(=C2C(C)C)C=2C=C(C=1N(C2)N=CN1)OC)C (R)-3-fluoro-4-((4-(3-isopropyl-2-(8-methoxy-[1,2,4]triazolo[1,5-a]pyridin-6-yl)-4-methyl-1H-pyrrolo[2,3-c]pyridin-5-yl)cyclohexyl)amino)-2-methylbutan-2-ol